3-(3,3-difluoropiperidin-1-yl)-4-((N,N-dimethylsulfamoyl)carbamoyl)-2-fluorobenzoic acid FC1(CN(CCC1)C=1C(=C(C(=O)O)C=CC1C(NS(N(C)C)(=O)=O)=O)F)F